C(N)(=O)C1=C(C=C(CN2CCN(CC2)C(=O)N2N=C(C=C2)C(=O)O)C=C1)C(F)(F)F 1-(4-(4-carbamoyl-3-(trifluoromethyl)benzyl)piperazine-1-carbonyl)-1H-pyrazole-3-carboxylic acid